CC=1N=C2N(N=C(C=C2C)C=2N=C3N(C(C2)=O)N=C(S3)C3(CCNCC3)F)C1 7-(2,8-dimethylimidazo[1,2-b]pyridazin-6-yl)-2-(4-fluoro-4-piperidyl)-[1,3,4]thiadiazolo[3,2-a]pyrimidin-5-one